C(C)(C)O[SiH2]O[SiH2]OC(C)C (isopropoxy)silyl ether